N-vinyl-azetidin-2-one C(=C)N1C(CC1)=O